N-[(3S,4S)-3-fluoro-1-methyl-3-methyl-4-piperidyl]-6-[3-(4-mesyl-2-anisidino)-1-propynyl]-1-(2,2,2-trifluoroethyl)-1H-benzo[d]imidazole-4-carboxamide F[C@]1(CN(CC[C@@H]1NC(=O)C1=CC(=CC=2N(C=NC21)CC(F)(F)F)C#CCNC=2C(OC)=CC=C(C2)S(=O)(=O)C)C)C